C(C)(C)(C)OC(=O)NC1=CC=C(C=C1)C(C)(C)C1=CC=C(C=C1)C(C)(C)C1=CC=C(C=C1)N 1-{2-[4-(t-butoxycarbonylamino)phenyl]-2-propyl}-4-[2-(4-aminophenyl)propan-2-yl]benzene